C(C)(C)(C)OC(C[C@H]([C@@H](N(C([C@@H](NC([C@@H](N(C(OC(C)(C)C)=O)C)C(C)(C)C1=CC=CC=C1)=O)C(C)C)=O)C)[C@@H](C)CC)OC)=O (6S,9S,12S,13R)-12-((S)-sec-butyl)-9-isopropyl-13-methoxy-2,2,5,11-tetramethyl-4,7,10-trioxo-6-(2-phenylpropan-2-yl)-3-oxa-5,8,11-triaza-pentadecane-15-oic acid tert-butyl ester